C1(OC([C@@H]2CCCC[C@H]12)=O)=O cis-3a,4,5,6,7,7a-hexahydroisobenzofuran-1,3-dione